C(C1=CC=CC=C1)OC=1C(=C(C=2CC(CCC2C1)NC(C(C([2H])([2H])[2H])([2H])[2H])(C([2H])([2H])[2H])[2H])F)N1CC(NS1(=O)=O)=O 5-{3-(benzyloxy)-7-[(2H9)butylamino]-1-fluoro-5,6,7,8-tetrahydronaphthalen-2-yl}-1λ6,2,5-thiadiazolidine-1,1,3-trione